1-PROPYLPIPERIDINE-3-CARBALDEHYDE C(CC)N1CC(CCC1)C=O